N-(3-ethoxypropyl)-7-methoxy-6-[3-(pyrrolidin-1-yl)propoxy]-1H,2H,3H-cyclopenta[b]quinolin-9-amine C(C)OCCCNC1=C2C(=NC=3C=C(C(=CC13)OC)OCCCN1CCCC1)CCC2